2-bromo-7-(4-piperidyl)-3H-imidazo[4,5-b]pyridine BrC1=NC=2C(=NC=CC2C2CCNCC2)N1